2-(±)-Ethyl 4-(1-cyano-2-cyclopropyl-ethyl)benzoate C(#N)[C@H](CC1CC1)C1=CC=C(C(=O)OCC)C=C1 |r|